C1=NC(=C2C(=N1)N(C=N2)[C@H]3[C@@H]([C@@H]([C@H](O3)COP(=O)(O)O)OC(=O)[C@H](CC(=O)O)N)O)N The molecule is an L-aspartic acid derivative that is the ester obtained by formal condensation of the alpha-carboxy group of L-aspartic acid with the 3'-hydroxy group of AMP. It has a role as a Mycoplasma genitalium metabolite. It is an adenosine 5'-phosphate, a L-aspartic acid derivative, an alpha-amino acid ester and a purine ribonucleoside 5'-monophosphate. It derives from an adenosine 5'-monophosphate.